C1(CC1)C#CC=1C=C(C(=O)OC)C=CC1B1OC(C(O1)(C)C)(C)C methyl 3-(2-cyclopropylethynyl)-4-(4,4,5,5-tetramethyl-1,3,2-dioxaborolan-2-yl)benzoate